O[C@@H]1C[C@H]2[C@H]3CN([C@@H]([C@H]3[C@@H]1C2)C(=O)OC)C(=O)OC(C)(C)C 4-t-butyl 3-methyl (1S,2R,3S,6R,7S,9R)-9-hydroxy-4-azatricyclo[5.2.1.0^{2,6}]decane-3,4-dicarboxylate